NC(CCCNCCCCCCCCCCCCCC)N diaminobutyltetradecylamine